(E)-1-[2-Hydroxy-4,6-bis(phenylmethoxy)phenyl]-3-[4-[2-[4-[(E)-3-[2-hydroxy-4,6-bis(phenylmethoxy)phenyl]-3-oxoprop-1-enyl]phenoxy]ethoxy]phenyl]prop-2-en-1-one OC1=C(C(=CC(=C1)OCC1=CC=CC=C1)OCC1=CC=CC=C1)C(\C=C\C1=CC=C(C=C1)OCCOC1=CC=C(C=C1)\C=C\C(=O)C1=C(C=C(C=C1OCC1=CC=CC=C1)OCC1=CC=CC=C1)O)=O